C(C)(C)(C)NS(=O)(=O)C1=CC2=C(NC=N2)C(=C1)N1[C@@H]2CN(C[C@H]1CC2)C(C2=C(C=C(C=C2)F)Cl)=O N-tert-butyl-7-[(1S,5R)-3-(2-chloro-4-fluoro-benzoyl)-3,8-diazabicyclo[3.2.1]octan-8-yl]-1H-benzimidazole-5-sulfonamide